6-N-[5-cyclopropyl-1-[2-(oxan-2-yloxy)ethyl]-1H-pyrazol-3-yl]-1-N,1-N-Bis[(2,4-dimethoxyphenyl)methyl]-3-(4-methylpyridin-3-yl)-2,7-naphthyridine-1,6-diamine C1(CC1)C1=CC(=NN1CCOC1OCCCC1)NC=1C=C2C=C(N=C(C2=CN1)N(CC1=C(C=C(C=C1)OC)OC)CC1=C(C=C(C=C1)OC)OC)C=1C=NC=CC1C